C[Si]1(CCC(CC1)N1C(=C(C=2C1=NC=CC2F)C)C(=O)N)C (1,1-dimethylsilacyclohexan-4-yl)-4-fluoro-3-methyl-1H-pyrrolo[2,3-b]pyridine-2-carboxamide